CC1(N(CCOC1)C1=NC=C(C=N1)C=1N=C(C2=C(N1)OC(=C2C(=O)N)C)NC2(CC2)C)C [2-(3,3-dimethylmorpholin-4-yl)pyrimidin-5-yl]-6-methyl-4-[(1-methylcyclopropyl)amino]furo[2,3-d]pyrimidine-5-carboxamide